(biphenylyl)phenyl-[(biphenylyl)phenyltriazinyl](phenyldibenzofuranyl)biphenyl C1(=C(C=CC=C1)C=1C(=C(C(=C(C1)C1=CC=CC=C1)C1=C(C=CC=2OC3=C(C21)C=CC=C3)C3=CC=CC=C3)C3=NN=NC(=C3C3=CC=CC=C3)C3=C(C=CC=C3)C3=CC=CC=C3)C3=CC=CC=C3)C3=CC=CC=C3